4'',4'''-(Phenylphosphoryl)bis(N-1-naphthyl-N-phenyl-1,1':4',1''-terphenyl-4-amine) C1(=CC=CC=C1)P(=O)(C1(CC=C(C=C1)C1=CC=C(C=C1)C1=CC=CC=C1)N(C1=CC=CC2=CC=CC=C12)C1=CC=CC=C1)C1=CC=C(C=C1)C1=CC=C(C=C1)C1=CC=C(C=C1)N(C1=CC=CC=C1)C1=CC=CC2=CC=CC=C12